C(C)S(=O)(C)=NC=1C=CC(=NC1)C=1C(=NC=CN1)[C@H](C)NC(C1=CC(=CC(=C1)C(F)(F)F)OC1CSC1)=O N-((1S)-1-(3-(5-((ethyl(methyl)(oxo)-λ6-sulfaneylidene)amino)pyridin-2-yl)pyrazin-2-yl)ethyl)-3-(thietan-3-yloxy)-5-(trifluoromethyl)benzamide